2-(1-(4-(2,6-dioxopiperidin-3-yl)phenyl)-4-methylpiperidin-4-yl)acetaldehyde O=C1NC(CCC1C1=CC=C(C=C1)N1CCC(CC1)(C)CC=O)=O